4-(6beta-hydroxy-17-ketoandrostan-3-yl)butyric acid O[C@@H]1C[C@H]2[C@@H]3CCC([C@@]3(C)CC[C@@H]2[C@]2(CCC(CC12)CCCC(=O)O)C)=O